[Al+3].C(C)CC(CC(=O)[O-])=O.C(C)CC(CC(=O)[O-])=O.C(C)CC(CC(=O)[O-])=O.[Al+3] aluminum tris(ethyl acetoacetate) Aluminum